2-methyl-7-(3-methyl-5-(piperidin-4-yl)-1H-indol-2-yl)-3H-imidazo[4,5-b]Pyridine CC1=NC=2C(=NC=CC2C=2NC3=CC=C(C=C3C2C)C2CCNCC2)N1